tert-butyl ((3S,4S)-8-(5-((2-(acetamidomethyl)-8-chloroimidazo[1,2-a]pyridin-7-yl)thio)-3-(hydroxymethyl)-6-methylpyrazin-2-yl)-3-methyl-2-oxa-8-azaspiro[4.5]decan-4-yl)carbamate C(C)(=O)NCC=1N=C2N(C=CC(=C2Cl)SC=2N=C(C(=NC2C)N2CCC3([C@@H]([C@@H](OC3)C)NC(OC(C)(C)C)=O)CC2)CO)C1